5-(1-(cyclopentyl(pyridin-2-yl)methyl)-5-(3,5-dimethylisoxazol-4-yl)-1H-pyrrolo[2,3-b]pyridin-3-yl)picolinic acid C1(CCCC1)C(N1C=C(C=2C1=NC=C(C2)C=2C(=NOC2C)C)C=2C=CC(=NC2)C(=O)O)C2=NC=CC=C2